ClC1=CC2=C(C(=N1)OC)[C@]1([C@@](O2)([C@@H]([C@H]([C@H]1O)CN(C)C)C1=CC=CC=C1)C1=CC=C(C#N)C=C1)O 4-((5aR,6S,7S,8R,8aS)-3-chloro-7-((dimethylamino)methyl)-8,8a-dihydroxy-1-methoxy-6-phenyl-6,7,8,8a-tetrahydro-5aH-cyclopenta[4,5]furo[3,2-c]pyridin-5a-yl)benzonitrile